2-chloro-6-ethoxy-4-((1S,3S)-3-methyl-1-(4-methyl-4H-1,2,4-triazol-3-yl)cyclobutyl)pyridine ClC1=NC(=CC(=C1)C1(CC(C1)C)C1=NN=CN1C)OCC